NC[C@H]1C[C@H](CCC1)CNC1=NN(C(=C1)C1=CC(=C(C#N)C=C1)F)C1=CC=C(C=C1)OC 4-(3-((((1S,3R)-3-(aminomethyl)cyclohexyl)methyl)amino)-1-(4-methoxyphenyl)-1H-pyrazol-5-yl)-2-fluorobenzonitrile